1-[(cis)-3-hydroxy-3-methylcyclobutyl]-6-(4,4,5,5-tetramethyl-1,3,2-dioxaborolan-2-yl)-3,4-dihydro-1,8-diaza-2(1H)-naphthalenone OC1(CC(C1)N1C(CCC2=CC(=CN=C12)B1OC(C(O1)(C)C)(C)C)=O)C